(2S)-N-((2S)-1-((1-amino-3-(6-methyl-2-oxo-1,2-dihydroquinolin-3-yl)-1-oxopropan-2-yl)amino)-1-oxo-3-phenylpropan-2-yl)-3,3-dimethyl-2-((2,2,2-trifluoroethyl)sulfonamido)butanamide NC(C(CC=1C(NC2=CC=C(C=C2C1)C)=O)NC([C@H](CC1=CC=CC=C1)NC([C@H](C(C)(C)C)NS(=O)(=O)CC(F)(F)F)=O)=O)=O